COC=1NC(=NN1)C=1C(=C(C(=O)O)C=CC1)C 5-methoxy-4H-1,2,4-triazol-3-yl-2-methylbenzoic acid